1-(3,5-Dimethylphenyl)-2,2-bis(phenylselanyl)ethane-1-one CC=1C=C(C=C(C1)C)C(C([Se]C1=CC=CC=C1)[Se]C1=CC=CC=C1)=O